3-(dibenzothiophen-2-yl)-9-(2-naphthylbenzene-3-yl)-9H-carbazole C1=C(C=CC=2SC3=C(C21)C=CC=C3)C=3C=CC=2N(C1=CC=CC=C1C2C3)C=3C=C(C=CC3)C3=CC2=CC=CC=C2C=C3